C(#N)C(C(=O)NC(OCC)=O)=NNC1=CC(=C(C(=C1)Cl)OC=1C=C2C3(C(NC2=CC1)=O)CC(C3)(F)F)Cl ethyl (2-cyano-2-(2-(3,5-dichloro-4-((3,3-difluoro-2'-oxospiro[cyclobutane-1,3'-indolin]-5'-yl)oxy)phenyl)hydrazineylidene)acetyl)carbamate